C(N)(OCCC[C@@H](C=1NC(=CN1)C1=CC=CC=C1)N1C(C2=CC=CC=C2C1=O)=O)=O (S)-(4-(1,3-dioxoisoindolin-2-yl)-4-(5-phenyl-1H-imidazol-2-yl) butyl) carbamate